CC1=NC(=CC(=C1)C=1NC2=CC=C(C=C2C1C(C)C)C1CCC(CC1)N(C)C)C 4-(2-(2,6-Dimethylpyridin-4-yl)-3-isopropyl-1H-indol-5-yl)-N,N-dimethylcyclohexan-1-amin